C1(CC1)S(=O)(=O)CC1=CC=C(C=N1)NC=1N=CC2=C(N1)CN(CC2)C2=C(C1=C(OCCN1C(=O)OC(C)(C)C)N=C2)C tert-butyl 7-[2-({6-[(cyclopropanesulfonyl)methyl] pyridin-3-yl} amino)-5H,6H,7H,8H-pyrido[3,4-d]pyrimidin-7-yl]-8-methyl-1H,2H,3H-pyrido[2,3-b][1,4]oxazine-1-carboxylate